(1R,2S,5S)-3-[(2S)-2-amino-3-hydroxy-3-methyl-butanoyl]-6,6-dimethyl-3-azabicyclo[3.1.0]hexane-2-carboxylic acid N[C@H](C(=O)N1[C@@H]([C@H]2C([C@H]2C1)(C)C)C(=O)O)C(C)(C)O